F[C@H]1CN(CC[C@H]1NC1=C2C=C(N(C2=CC=C1)CC(F)(F)F)C#CCNC1=C(C=C(C=C1)C(=O)N[C@H](C(=O)O)CCC(=O)O)OC)C (2S)-2-[(4-{[3-(4-{[(3S,4R)-3-fluoro-1-methylpiperidin-4-yl]amino}-1-(2,2,2-trifluoroethyl)-1H-indol-2-yl)prop-2-yn-1-yl]amino}-3-methoxyphenyl)formamido]pentanedioic acid